FC(C1=C(C=C(C=C1)C(F)(F)F)[N+](=O)[O-])(F)F 2,5-bis(trifluoromethyl)-1-nitrobenzene